N-phenylcarbodiimide C1(=CC=CC=C1)N=C=N